2-(4-(8-Chloro-7-((2-methyl-1H-benzo[d]imidazol-6-yl)oxy)quinoxalin-2-yl)-1H-pyrazol-1-yl)acetamide ClC=1C(=CC=C2N=CC(=NC12)C=1C=NN(C1)CC(=O)N)OC=1C=CC2=C(NC(=N2)C)C1